6-[2,6-bis(2,4-dimethylphenyl)-1H-1,3,5-triazin-4-ylidene]-3-(6-methylheptoxy)cyclohexa-2,4-dien-1-one CC1=C(C=CC(=C1)C)C=1NC(=NC(N1)=C1C=CC(=CC1=O)OCCCCCC(C)C)C1=C(C=C(C=C1)C)C